COC1=C(C=CC=C1)C1=CC=2C(=CN=C(C2)NC(=O)C2CC2)N1C N-[2-(2-methoxyphenyl)-1-methylpyrrolo[2,3-c]pyridin-5-yl]cyclopropanecarboxamide